ClC=1C(=NC(=NC1)NC=1C=C2C(=NNC2=CC1)C=1C=NN(C1)CCC)NC1=C(C=CC=C1)P(C)(C)=O (2-((5-Chloro-2-((3-(1-propyl-1H-pyrazol-4-yl)-1H-indazol-5-yl)amino)pyrimidin-4-yl)amino)phenyl)dimethyl-phosphine oxide